4-(3,7-difluoro-1H-pyrrolo[3,2-c]pyridin-4-yl)piperidine-1-carboxylic acid tert-butyl ester C(C)(C)(C)OC(=O)N1CCC(CC1)C1=NC=C(C2=C1C(=CN2)F)F